tert-butyl 3-(3-chloro-2-tolyl)-3-{1-[methyl-d3]-3,3-dimethyl-2-oxo-6-indolinylamino}-1-azetidinecarboxylate ClC=1C(=C(C=CC1)C)C1(CN(C1)C(=O)OC(C)(C)C)NC1=CC=C2C(C(N(C2=C1)C([2H])([2H])[2H])=O)(C)C